BrC1=CC=C(C=C1)N1N=C(C(=C1)C=O)C 1-(4-bromophenyl)-3-methylpyrazole-4-carbaldehyde